ClC=1C(=CC(=C(C1)C1=C(C=C(C=C1)F)C#C)F)C(=O)NC=1C=NC(=C(C1)C(F)(F)F)C#N 5-chloro-N-(6-cyano-5-(trifluoromethyl)pyridin-3-yl)-2'-ethynyl-2,4'-difluoro-[1,1'-biphenyl]-4-carboxamide